2-[3-(difluoromethyl)-5-fluorophenoxy]-8,8-difluoro-5-iodobicyclo[4.2.0]octa-1,3,5-triene-7-ol FC(C=1C=C(OC2=C3C(C(C3=C(C=C2)I)O)(F)F)C=C(C1)F)F